2-cyano-3-[[ethyl(methyl)sulfamoyl]amino]-6-fluoro-phenoxy-3-[2-[1-[2-[4-[4-[(2,6-dioxo-3-piperidyl)amino]phenyl]-1-piperidyl]acetyl]-4-piperidyl]ethyl]-4-oxo-quinazoline C(#N)C1=C(OC2=NC3=CC=CC=C3C(N2CCC2CCN(CC2)C(CN2CCC(CC2)C2=CC=C(C=C2)NC2C(NC(CC2)=O)=O)=O)=O)C(=CC=C1NS(N(C)CC)(=O)=O)F